O-propylamino β-D-glucopyranoside O([C@H]1[C@H](O)[C@@H](O)[C@H](O)[C@H](O1)CO)NCCC